C(C)N1N=C2N=C(C=NC2=C1)N[C@@H](C)C=1C=C(C=CC1)NC(=O)NC=1C=NC=C(C1)C (S)-1-(3-(1-((2-ethyl-2H-pyrazolo[3,4-b]pyrazin-6-yl)amino)ethyl)phenyl)-3-(5-methylpyridin-3-yl)urea